(S)-N-(1-(2-fluoro-4-methylphenyl)ethyl)-2-(6-fluoro-4-oxo-benzo[d][1,2,3]triazin-3(4H)-yl)acetamide FC1=C(C=CC(=C1)C)[C@H](C)NC(CN1N=NC2=C(C1=O)C=C(C=C2)F)=O